ClC1=C(C=C(C=C1)NC(=O)C=1N(C2=CC=C(C=C2C1)NC(C1=C(C=CC(=C1)CNC(C(C)C)=O)Cl)=O)CC(F)(F)F)F N-(4-chloro-3-fluorophenyl)-5-(2-chloro-5-(isobutyrylaminomethyl)benzoylamino)-1-(2,2,2-trifluoroethyl)-1H-indole-2-carboxamide